tert-butyl (3S,5S)-3-({8-carbamoyl-6-[1-(oxan-4-yl)-1H-pyrazol-4-yl]pyrido[3,2-d]pyrimidin-4-yl}amino)-5-fluoropiperidine-1-carboxylate C(N)(=O)C1=CC(=NC2=C1N=CN=C2N[C@@H]2CN(C[C@H](C2)F)C(=O)OC(C)(C)C)C=2C=NN(C2)C2CCOCC2